N-[(1-methylpyrrolidin-2-yl)methyl]-5-(1,3-Oxazol-2-yl)pyrazine-2-carboxamide CN1C(CCC1)CNC(=O)C1=NC=C(N=C1)C=1OC=CN1